bromo-n-butylpyridine BrC=1C(=NC=CC1)CCCC